4-chloro-6-(methylamino)-2-(methylthio)pyrimidine-5-carbaldehyde ClC1=NC(=NC(=C1C=O)NC)SC